OC1=C(C(=CC(=C1)S(=O)(=O)O)S(=O)(=O)O)O 1,2-dihydroxy-3,5-disulfobenzene